CCCCCCCCC(CCCCCCCC)OC(C(CCCCC(CCCCCCCCC)N(CCCCCCCCCC)C(CCCN(C)C)=O)F)=O 7-(N-decyl-4-(dimethylamino)butyrylamino)-2-fluoro-hexadecanoic acid heptadec-9-yl ester